1-(7-chloro-5-fluoro-3-methyl-1-benzofuran-2-yl)-2,2,2-trifluoroethanone ClC1=CC(=CC=2C(=C(OC21)C(C(F)(F)F)=O)C)F